C(C)N1C(=CC=C1)C(\C=C\C1=CC=C(C=C1)C)=O (E)-1-(N-ethyl-pyrrol-2-yl)-3-(p-tolyl)prop-2-en-1-one